OCCNC(=O)N1C[C@@H]2CN(C[C@@H]2C1)C1=CC=C(C=C1)N1CCN(CC1)S(=O)(=O)C cis-N-(2-Hydroxyethyl)-5-(4-(4-(methylsulfonyl)-piperazin-1-yl)phenyl)hexahydro-pyrrolo[3,4-c]pyrrole-2(1H)-carboxamide